N-methyldiallyl-ammonium chloride [Cl-].C[NH+](CC=C)CC=C